P(OC1=C(C(=CC=C1)CCCCCCCCC)CCCCCCCCC)(OC1=C(C(=CC=C1)CCCCCCCCC)CCCCCCCCC)OC1=C(C(=CC=C1)CCCCCCCCC)CCCCCCCCC tri(dinonylphenyl) phosphite